2-(((2R,4S,5S)-5-ethyl-2-methylpiperidin-4-yl)oxy)-5-isopropoxypyridine C(C)[C@@H]1[C@H](C[C@H](NC1)C)OC1=NC=C(C=C1)OC(C)C